Cl.CC1=C(C2=C(N=N1)SC1=C2N=CN=C1N1CC(C1)NC(=O)C1=CC=NC=C1)C N-[1-(3,4-dimethylpyrimido[4',5':4,5]thieno[2,3-c]pyridazin-8-yl)azetidin-3-yl]pyridine-4-carboxamide hydrochloride